C(C)(C)(C)OC(NC1C(CCC1)C1=CC=C(C=C1)C1=C2C(=C(C(NC2=C(C=C1OC)C)=O)Cl)C)=O (2-(4-(3-chloro-6-methoxy-4,8-dimethyl-2-oxo-1,2-dihydroquinolin-5-yl)phenyl)cyclopentyl)carbamic acid tert-butyl ester